di-n-heptadecyldiethoxysilane C(CCCCCCCCCCCCCCCC)[Si](OCC)(OCC)CCCCCCCCCCCCCCCCC